C(C)N1C(CC(C2=CC=C(C=C12)C(C)(C)C=1C=C(C=CC1)O)C)(C)C 3-(2-(1-Ethyl-2,2,4-trimethyl-1,2,3,4-tetrahydroquinolin-7-yl)propan-2-yl)phenol